ClC1=NC=C(C(=N1)C1=CNC2=CC(=CC=C12)C#N)C(F)(F)F 3-(2-chloro-5-(trifluoromethyl)pyrimidin-4-yl)-1H-indole-6-carbonitrile